Cl.N1CC(C1)C(=O)OC(C)(C)C tert-butyl azetidine-3-carboxylate hydrochloride